OC(C)(C)NC(CCC)NC(C)(C)O N,N'-bis(hydroxyisopropyl)-butanediamine